(3S,4S)-1-(4-((4-pentadecanamidopiperidin-1-yl)sulfonyl)benzoyl)-N3,N4-bis((1S,2R)-2-phenylcyclopropyl)pyrrolidine-3,4-dicarboxamide C(CCCCCCCCCCCCCC)(=O)NC1CCN(CC1)S(=O)(=O)C1=CC=C(C(=O)N2C[C@H]([C@@H](C2)C(=O)N[C@@H]2[C@H](C2)C2=CC=CC=C2)C(=O)N[C@@H]2[C@H](C2)C2=CC=CC=C2)C=C1